ClC1=CC(=C(C(=O)N)C(=C1)COC)F 4-chloro-2-fluoro-6-(methoxymethyl)benzamide